4D-hydroxysphinganine CCCCCCCCCCCCCC[C@H]([C@H]([C@H](CO)N)O)O